methanesulfonic acid 2-amino-1-(2,6-difluorophenyl)-2-oxoethyl ester NC(C(C1=C(C=CC=C1F)F)OS(=O)(=O)C)=O